(1E,4E)-1,5-diphenyl-3-penta-1,4-dienone palladium [Pd].C1(=CC=CC=C1)\C=C\C(\C=C\C1=CC=CC=C1)=O